BrC1=C(C=NC(=C1)F)C(C(=O)O)C 2-(4-bromo-6-fluoro-3-pyridyl)propanoic acid